4,4',4''-(1,3,5-Triazine-2,4,6-triyl)-tribenzoic acid N1=C(N=C(N=C1C1=CC=C(C(=O)O)C=C1)C1=CC=C(C(=O)O)C=C1)C1=CC=C(C(=O)O)C=C1